(cis)-tert-Butyl 3,3-difluoro-4-tritylhexahydropyrrolo[3,2-b]pyrrole-1(2H)-carboxylate FC1([C@H]2[C@@H](N(C1)C(=O)OC(C)(C)C)CCN2C(C2=CC=CC=C2)(C2=CC=CC=C2)C2=CC=CC=C2)F